(1-(trifluoromethyl)cyclopropyl)pyridinecarboxamide FC(C1(CC1)C=1C(=NC=CC1)C(=O)N)(F)F